di-adamantyl-n-butylphosphine C12(CC3CC(CC(C1)C3)C2)P(CCCC)C23CC1CC(CC(C2)C1)C3